6-(4-(1'-(4-chloro-3-fluorophenyl)-1',2'-dihydrospiro[cyclopentane-1,3'-pyrrolo[3,2-b]pyridine]-5'-carbonyl)-3,3-dimethylpiperazin-1-yl)-2,4-dimethylnicotinic acid methyl ester COC(C1=C(N=C(C=C1C)N1CC(N(CC1)C(=O)C1=CC=C2C(=N1)C1(CN2C2=CC(=C(C=C2)Cl)F)CCCC1)(C)C)C)=O